FC(OC1=CC=C(C=C1)C(C(C(C)C)SC#N)=O)F 1-(4-(difluoromethoxy)phenyl)-3-methyl-2-thiocyanatobutan-1-one